3-((3-fluoro-4-((2-(trifluoromethyl)pyridin-4-yl)oxy)benzyl)oxy)-8,8-bis(hydroxymethyl)-6,7,8,9,9a,10-Hexahydro-1H-pyrido[1',2':3,4]imidazo[1,2-c]pyrimidin-1-one FC=1C=C(COC=2C=C3N(C(N2)=O)CC2N3CCC(C2)(CO)CO)C=CC1OC1=CC(=NC=C1)C(F)(F)F